OC1=CC=C(C2=COC3=CC(=C(C=C3C2=O)OC)O)C=C1 4',7-dihydroxy-6-methoxyisoflavone